4-((Boc)amino)piperidine-4-carboxylic acid C(=O)(OC(C)(C)C)NC1(CCNCC1)C(=O)O